C(C1=CC=CC=C1)OC1=NC(=CC(=C1CCl)[Se]C)C 2-(benzyloxy)-3-(chloromethyl)-6-methyl-4-(methylselanyl)pyridine